FC(C=1N=C(C2=C(N1)N=CC=C2)SCC(=O)C2=CC=C(S2)CNS(=O)(=O)C2CC2)(F)F N-((5-(2-((2-(trifluoromethyl)pyrido[2,3-d]pyrimidin-4-yl)thio)acetyl)thiophen-2-yl)methyl)cyclopropanesulfonamide